C[C@H](CO)CC=1C=NC(=CC1)C(F)(F)F (S)-2-methyl-3-[6-(trifluoromethyl)-3-pyridinyl]propan-1-ol